tert-butyl-dimethyl((4-(4,4,5,5-tetramethyl-1,3,2-dioxaborolan-2-yl)-2,3-dihydro-1H-inden-1-yl)oxy)silane C(C)(C)(C)[Si](OC1CCC2=C(C=CC=C12)B1OC(C(O1)(C)C)(C)C)(C)C